N-[5-(5-cyano-6-hydroxypyridin-3-yl)-4-fluoro-2-[rac-(3R,5S)-3,4,5-trimethylpiperazin-1-yl]phenyl]-6-oxo-4-(trifluoromethyl)-1H-pyridine-3-carboxamide C(#N)C=1C=C(C=NC1O)C=1C(=CC(=C(C1)NC(=O)C1=CNC(C=C1C(F)(F)F)=O)N1C[C@H](N([C@H](C1)C)C)C)F |r|